N(C1=CC=CC=C1)CCCCCNC(C1=CC=CC=C1)=O N-(5-anilinopentyl)benzamide